(3-cyanophenoxy)-2-fluorobenzoic acid C(#N)C=1C=C(OC=2C(=C(C(=O)O)C=CC2)F)C=CC1